CN(C1=CC=C(C=N1)CN1C2CN(CC1C2)C2=CC=C(C=N2)C=2C=1N(C=C(C2)OCC(C)(C)O)N=CC1C#N)C 4-(6-(6-((6-(dimethylamino)pyridin-3-yl)methyl)-3,6-diazabicyclo[3.1.1]heptan-3-yl)pyridin-3-yl)-6-(2-hydroxy-2-methylpropoxy)pyrazolo[1,5-a]pyridine-3-carbonitrile